FC1=C(C=C(C(=C1)C)C1=NN2C(C=N1)=CC=C2)NC(=O)N2C1CC(CC2(C1)C=1OC(=NN1)C)C N-(2-fluoro-4-methyl-5-(pyrrolo[2,1-f][1,2,4]triazin-2-yl)phenyl)-3-methyl-1-(5-methyl-1,3,4-oxadiazol-2-yl)-6-azabicyclo[3.1.1]heptane-6-carboxamide